(S)-N-(1-phenylethyl)-6-(4-((isoquinolin-7-yl)oxy)-1H-pyrrolo[2,3-b]pyridin-3-yl)pyrimidin-4-amine C1(=CC=CC=C1)[C@H](C)NC1=NC=NC(=C1)C1=CNC2=NC=CC(=C21)OC2=CC=C1C=CN=CC1=C2